2-(4-(adamantan-1-yl)phenyl)-4-(3-(4-(9,9-dimethyl-9H-fluoren-2-yl)-6-phenyl-1,3,5-triazin-2-yl)phenyl)-6-phenyl-1,3,5-triazine C12(CC3CC(CC(C1)C3)C2)C2=CC=C(C=C2)C2=NC(=NC(=N2)C2=CC(=CC=C2)C2=NC(=NC(=N2)C2=CC=3C(C1=CC=CC=C1C3C=C2)(C)C)C2=CC=CC=C2)C2=CC=CC=C2